C(C)(C)(C)OC(=O)N[C@@H](CC1=CC=CC=C1)C(=O)N[C@@H](C(C)C)C(=O)O (t-butoxycarbonyl)-L-phenylalanyl-L-valine